(R)-2-((1-(2-cyano-3-(7,7-difluoro-5-azaspiro[2.4]heptan-5-yl)-7-meth-ylquinoxalin-5-yl)ethyl)amino)-benzoic acid C(#N)C1=NC2=CC(=CC(=C2N=C1N1CC2(CC2)C(C1)(F)F)[C@@H](C)NC1=C(C(=O)O)C=CC=C1)C